C12(CC3CC(CC(C1)C3)C2)CN2N=CC(=C2C)C=2C(=NC(=CC2)N(C=2N=NC(=C(C2)C)NC=2SC3=NC=CC=C3N2)C)C(=O)O 3-(1-((1S,3S)-Adamantan-1-ylmethyl)-5-methyl-1H-pyrazol-4-yl)-6-(methyl-(5-methyl-6-(thiazolo[5,4-b]pyridin-2-ylamino)pyridazin-3-yl)amino)picolinic acid